N1C=CC(C2=CN=CC=C12)=O 1H-1,6-naphthyridine-4-one